C(C)(=O)N1C(CC2=CC(=C(C=C12)S(=O)(=O)Cl)F)C(F)F 1-acetyl-2-(difluoromethyl)-5-fluoroindoline-6-sulfonyl chloride